5-bromo-2-(4-methoxybenzyl)-3,3-dimethylisoindolin BrC=1C=C2C(N(CC2=CC1)CC1=CC=C(C=C1)OC)(C)C